4-([3,4'-bipiperidin]-1'-yl)-6,7-dimethoxyquinoline hydrochloride Cl.N1CC(CCC1)C1CCN(CC1)C1=CC=NC2=CC(=C(C=C12)OC)OC